C(C)C1=C(N=C2C(=N1)C(=NC=C2C2=CC(=C(C=C2)N2CCC(CC2)N2CC1CCC(C2)N1C)OC)N)NC1CCOCC1 3-ethyl-8-(3-methoxy-4-(4-(8-methyl-3,8-diazabicyclo[3.2.1]octan-3-yl)piperidin-1-yl)phenyl)-N2-(tetrahydro-2H-pyran-4-yl)pyridino[3,4-b]pyrazin-2,5-diamine